BrC=1C=C2C=CC(=NC2=CC1)OC1CCC(CC1)OC 6-bromo-2-((4-methoxycyclohexyl)oxy)quinoline